C(C)(C)(C)OC(=O)N[C@H](C(=O)N[C@H](C(=O)O)C)C(C)C (S)-2-((S)-2-((tert-butoxycarbonyl)amino)-3-methylbutanamido)propanoic acid